[N+](=O)([O-])C=1C=NN(C1)C1CCN(CCC1)C(=O)OC(C)(C)C tert-butyl 4-(4-nitro-1H-pyrazol-1-yl)azepane-1-carboxylate